3-(1-(benzyloxy)ethyl)-N-((3-methylpyrazin-2-yl)methyl)-1,2,4-thiadiazole-5-carboxamide C(C1=CC=CC=C1)OC(C)C1=NSC(=N1)C(=O)NCC1=NC=CN=C1C